The molecule is an alpha-amino-acid cation that is the conjugate acid of tyrosine, arising from protonation of the amino group. It is a conjugate acid of a tyrosine. C1=CC(=CC=C1CC(C(=O)O)[NH3+])O